tert-butyl 4-(3-aminopropyl)-4-methyl-piperidine-1-carboxylate NCCCC1(CCN(CC1)C(=O)OC(C)(C)C)C